ethyl 3,3-ethylenedioxybutyrate C1OC(CC(=O)OCC)(C)OC1